S(O)(O)(=O)=O.N[C@@H](CC1=CNC=N1)C(=O)O L-histidine bisulfate